(R)-3-allyldihydro-2H-pyran C(C=C)[C@H]1COC=CC1